2-[2-[(4-chlorophenoxy)methyl]-1-cyano-cyclopropyl]pyridine-3-carbonitrile ClC1=CC=C(OCC2C(C2)(C#N)C2=NC=CC=C2C#N)C=C1